N-(9,9-dimethyl-9H-fluoren-2-yl)-9,9'-spirobi[fluoren]-2-amine CC1(C2=CC=CC=C2C=2C=CC(=CC12)NC1=CC=2C3(C4=CC=CC=C4C2C=C1)C1=CC=CC=C1C=1C=CC=CC13)C